C(C1=CC=CC=C1)OC=1C=C(C=CC1OC)C1=CC2=C(C=N1)N(C(N2C2=CC(=C(C(=C2)OC)OC)OC)=O)CC(=O)N 2-[6-(3-(benzyloxy)-4-methoxyphenyl)-2-oxo-1-(3,4,5-trimethoxyphenyl)-1,2-dihydro-3H-imidazo[4,5-c]pyridin-3-yl]acetamide